OC1CCC(CC1)C(=O)OC(C)(C)C tert-butyl 4-hydroxycyclohexane-1-carboxylate